C(C1=CC=CC=C1)N(C(C(=O)C=1SC=CC1)([2H])[2H])CCO 2-(benzyl-(2-hydroxyethyl)amino)-1-(thiophen-2-yl)ethan-1-one-2,2-d